tert-butyl 4-(2-(methoxy(methyl)-amino)-2-oxoethyl)piperidine-1-carboxylate CON(C(CC1CCN(CC1)C(=O)OC(C)(C)C)=O)C